7-chloro-9H-indeno[1,2-b]pyrazine-2,3-dinitrile ClC1=CC=2CC=3C(=NC(=C(N3)C#N)C#N)C2C=C1